(E)-3,7-dimethyl-oct-2-en-1-ol C\C(=C/CO)\CCCC(C)C